COC=1C=C(C=C(C1OC)OC)C=NC1=CC=C(C=C1)C N-[(3,4,5-trimethoxyphenyl)methylene]-4-methylaniline